BrC=1C=CC=C2C(CCOC12)(C(=O)N(C)OC)C 8-Bromo-N-methoxy-N,4-dimethyl-chromane-4-carboxamide